tert-butyl 3-oxo-2-({[(1s,4s)-4-{2-[3-(tert-butoxy)-3-oxopropoxy]phenyl}cyclohexyl]-oxy}methyl)piperidine-1-carboxylate O=C1C(N(CCC1)C(=O)OC(C)(C)C)COC1CCC(CC1)C1=C(C=CC=C1)OCCC(=O)OC(C)(C)C